1-acetyl-3-methyl-3-((naphthalene-2-ylsulfonyl)methyl)-5-phenyl-1,3-dihydro-2H-pyrrole-2-one C(C)(=O)N1C(C(C=C1C1=CC=CC=C1)(CS(=O)(=O)C1=CC2=CC=CC=C2C=C1)C)=O